C(C)(C)(C)OC(=O)N1CC(C1)(CC#N)N1N=CC(=C1)C=1C2=C(N=CN1)NC=C2.[F-].[O-2].[Ca+2] calcium oxide fluoride tert-butyl-3-(4-(7H-pyrrolo[2,3-d]pyrimidin-4-yl)-1H-pyrazol-1-yl)-3-(cyanomethyl)azetidine-1-carboxylate